P(=O)(OC1=C(C(=CC=C1)C)C)(Cl)Cl 2,3-dimethylphenyl dichlorophosphate